hexamethylenediamine diadipate C1(CCCCC(=O)ON2CCCCCCN(O1)OC(CCCCC(=O)O2)=O)=O